3-(2-((2-chloro-3-(3'-chloro-6-methoxy-5-((((5-oxopyrrolidin-2-yl)methyl)amino)methyl)-[2,4'-bipyridin]-2'-yl)phenyl)carbamoyl)thiazol-5-yl)propanoic acid ClC1=C(C=CC=C1C1=NC=CC(=C1Cl)C1=NC(=C(C=C1)CNCC1NC(CC1)=O)OC)NC(=O)C=1SC(=CN1)CCC(=O)O